NC1=NC=CC=C1C1=NC=2C(=NC(=CC2)C2=CC(=NN2)C)N1C1=CC=C(CN2CCC(CC2)NC2=NC(=NC=C2)C#N)C=C1 4-((1-(4-(2-(2-Aminopyridin-3-yl)-5-(3-methyl-1H-pyrazol-5-yl)-3H-imidazo[4,5-b]pyridin-3-yl)benzyl)piperidin-4-yl)amino)pyrimidine-2-carbonitrile